C(C)(=O)N1C(N(C=C1C)C(C)=O)=O 1,3-diacetyl-1,3-dihydro-5-methyl-2H-imidazol-2-one